2-chloro-6-(2,6-dichloro-3,5-dimethoxyphenyl)-7-methylpyrido[3,4-d]pyrimidin-8(7H)-one ClC=1N=CC2=C(N1)C(N(C(=C2)C2=C(C(=CC(=C2Cl)OC)OC)Cl)C)=O